N-(1-(7-(8-ethynyl-7-fluoronaphthalen-1-yl)-8-(methoxy-d3)-2-((tetrahydro-1H-pyrrolizin-7a(5H)-yl)methoxy)pyrido[4,3-d]pyrimidin-4-yl)-4,4-dimethylazepan-3-yl)-N-methylacrylamide C(#C)C=1C(=CC=C2C=CC=C(C12)C1=C(C=2N=C(N=C(C2C=N1)N1CC(C(CCC1)(C)C)N(C(C=C)=O)C)OCC12CCCN2CCC1)OC([2H])([2H])[2H])F